NC=1C=C(C=C(C1)C(F)(F)F)[C@@H](C)NC1=NN=C(C2=CC=C(C=C12)O[C@@H]1COCC1)C N-((R)-1-(3-amino-5-(trifluoromethyl)phenyl)ethyl)-4-methyl-7-(((S)-tetrahydrofuran-3-yl)oxy)phthalazin-1-amine